C(#N)C=1C(=NN2C1NC1=C(CC2)C=C(C=C1)N1CCN(CC1)C(=O)OC(C)(C)C)C1=CC=C(C=C1)CNC(C1=C(C=CC(=C1)C)OC)=O tert-butyl 4-(3-cyano-2-(4-((2-methoxy-5-methylbenzamido)methyl)phenyl)-9,10-dihydro-4H-benzo[d]pyrazolo[1,5-a][1,3]diazepin-7-yl)piperazine-1-carboxylate